ClC1=CC(=C(C=N1)C=1C=NC(=CC1)NC(=O)NCC)N1C[C@H](CCC1)NC(OC(C)(C)C)=O tert-butyl (S)-(1-(6-chloro-6'-(3-ethylureido)-[3,3'-bipyridin]-4-yl)piperidin-3-yl)carbamate